3,5-dibromo-2-methylisonicotinaldehyde BrC1=C(C=O)C(=CN=C1C)Br